FC=1C=C(OC=2N=CC(=NC2)N2CCC3([C@@H](C=4N(N=CC4)C3)NC(OC(C)(C)C)=O)CC2)C=CC1 tert-butyl (S)-(1-(5-(3-fluorophenoxy)pyrazin-2-yl)-4'H,6'H-spiro[piperidine-4,5'-pyrrolo[1,2-b]pyrazol]-4'-yl)carbamate